C=CCCC=CC=C 5,7-octadienene